N-({4-bromo-1H,3H-furo[3,4-c]quinolin-7-yl}methyl)-6-(1-cyanocyclopropyl)-N-(4-fluoro-2-methanesulfonylphenyl)pyridine-3-carboxamide BrC1=NC=2C=C(C=CC2C2=C1COC2)CN(C(=O)C=2C=NC(=CC2)C2(CC2)C#N)C2=C(C=C(C=C2)F)S(=O)(=O)C